ClC1=C(C(=O)N(C)C)C=CC(=N1)OCCCCC1CCN(CC1)C([C@@](C(F)(F)F)(C1=CC=CC=C1)O)=O |o1:24| (R or S)-2-chloro-N,N-dimethyl-6-(4-(1-(3,3,3-trifluoro-2-hydroxy-2-phenylpropanoyl)piperidin-4-yl)butoxy)nicotinamide